ClC1=NC(=CC(=C1)COC1CCCC1)C 2-chloro-4-((cyclopentyloxy)methyl)-6-methylpyridine